ClC1=C(C(=NC=N1)C=1C(=NN(N1)C)C(C)N(C(OC(C)(C)C)=O)C)F tert-butyl (1-(5-(6-chloro-5-fluoropyrimidin-4-yl)-2-methyl-2H-1,2,3-triazol-4-yl)ethyl)(methyl)carbamate